CC1=C2C(C(=CN(C2=NC(=C1)N1CC(C1)(N1N=CC=C1)C)C1=NC=NS1)C(=O)O)=O 5-methyl-7-[3-methyl-3-(1H-pyrazol-1-yl)azetidin-1-yl]-4-oxo-1-(1,2,4-thiadiazol-5-yl)-1,4-dihydro-1,8-naphthyridine-3-carboxylic acid